2-((1R,4R)-4-(cyclopropylmethoxy)cyclohexyl)-8-(1-(difluoromethyl)-1H-pyrazol-4-yl)pyrido[4,3-d]pyrimidine-2,5-diamine C1(CC1)COC1CCC(CC1)C1(N=CC2=C(N1)C(=CN=C2N)C=2C=NN(C2)C(F)F)N